4-(bis(2,4-dimethoxybenzyl)amino)-7-bromo-2-(2,4-dimethoxybenzyl)-2,3-dihydro-1H-pyrrolo[3,4-c]quinolin-1-one COC1=C(CN(C2=NC=3C=C(C=CC3C3=C2CN(C3=O)CC3=C(C=C(C=C3)OC)OC)Br)CC3=C(C=C(C=C3)OC)OC)C=CC(=C1)OC